C(#N)C1=C(O[C@H](CNC(OC(C)(C)C)=O)C)C=CC(=C1)F tert-butyl (S)-(2-(2-cyano-4-fluorophenoxy)propyl)carbamate